(3-((4'-(1,1,1,3,3,3-hexafluoro-2-hydroxypropan-2-yl)-2-methyl-[1,1'-biphenyl]-4-yl)methyl)-3,8-diazabicyclo[3.2.1]octan-8-yl)(pyridin-4-yl)methanone FC(C(C(F)(F)F)(O)C1=CC=C(C=C1)C1=C(C=C(C=C1)CN1CC2CCC(C1)N2C(=O)C2=CC=NC=C2)C)(F)F